3-(3-chlorobenzyl)-6-benzyloxycarbonyl-5,6,7,8-tetrahydropyrido[4,3-d]pyrimidine-2,4(1H,3H)-dione ClC=1C=C(CN2C(NC3=C(C2=O)CN(CC3)C(=O)OCC3=CC=CC=C3)=O)C=CC1